C1(CC1)N1N=C2C(=NN(C(C2=C1)=O)CC(=O)NC1=NC=CC=N1)C(C)C (2-cyclopropyl-7-isopropyl-4-oxo-2,4-dihydro-5H-pyrazolo[3,4-d]pyridazin-5-yl)-N-(pyrimidin-2-yl)acetamide